COC[C@H]1NC(COC2=CC=CC(C3=NNC4=CC=C(OCC1)C=C34)=C2)=O |o1:3| (11S) or (11R)-11-(methoxymethyl)-7,14-dioxa-10,19,20-triazatetracyclo[13.5.2.12,6.018,21]tricosa-1(20),2(23),3,5,15,17,21-heptaen-9-on